ClC=1C(=NC(=NC1C1=C2C=NNC2=CC=C1C)C=1C(=NC=CC1)NC1=NC(=CC=C1F)F)C(=O)N 5-chloro-2-[2-[(3,6-difluoro-2-pyridyl)amino]-3-pyridyl]-6-(5-methyl-1H-indazol-4-yl)pyrimidine-4-carboxamide